4-(trifluoromethoxy)anisole FC(OC1=CC=C(C=C1)OC)(F)F